N2-((1S,5R)-3-azabicyclo[3.1.0]hexan-1-yl)-5,7-dimethylpyrido[2,3-d]pyrimidine-2,4-diamine [C@]12(CNC[C@H]2C1)NC=1N=C(C2=C(N1)N=C(C=C2C)C)N